[S-2].[Cd+2].[Mn+2].[S-2] Manganese cadmium sulfide